(2S)-ethyl 2-[4-bromo-5-fluoro-2-(4-ethoxy-4,5-dihydroisoxazol-3-yl) phenoxy]-2-cyclopropylacetate BrC1=CC(=C(O[C@H](C(=O)OCC)C2CC2)C=C1F)C1=NOCC1OCC